[Pb].[Zn].[Si] silicon-zinc-lead